t-Butyl (S)-3-(4-(3-cyano-4-(pyridin-2-ylthio)pyrazolo[1,5-a]pyridin-6-yl)-1H-pyrazol-1-yl)pyrrolidine-1-carboxylate C(#N)C=1C=NN2C1C(=CC(=C2)C=2C=NN(C2)[C@@H]2CN(CC2)C(=O)OC(C)(C)C)SC2=NC=CC=C2